3-methoxy-N-methyl-4-{[3-(4-{[(1R,4R)-4-(morpholin-4-yl)cyclohexyl]amino}-1-(2,2,2-trifluoroethyl)-1H-indol-2-yl)prop-2-yn-1-yl]amino}benzamide COC=1C=C(C(=O)NC)C=CC1NCC#CC=1N(C2=CC=CC(=C2C1)NC1CCC(CC1)N1CCOCC1)CC(F)(F)F